(S)-tert-butyl 3-(5-((4-chloro-5-((3-(2,3-dihydrobenzo[b][1,4]dioxin-6-yl)-2-methylbenzyl)oxy)-2-((3-hydroxypyrrolidin-1-yl)methyl)phenoxy)methyl)nicotinamido)propanoate ClC1=CC(=C(OCC=2C=NC=C(C(=O)NCCC(=O)OC(C)(C)C)C2)C=C1OCC1=C(C(=CC=C1)C1=CC2=C(OCCO2)C=C1)C)CN1C[C@H](CC1)O